8-(3-((methylsulfonyl)oxy)propyl)-8-azabicyclo[3.2.1]octane-2-carboxylate CS(=O)(=O)OCCCN1C2C(CCC1CC2)C(=O)[O-]